(2,6-Dichloropyridin-4-yl)methyl methyl-L-asparaginate hydrochloride Cl.CN[C@@H](CC(N)=O)C(=O)OCC1=CC(=NC(=C1)Cl)Cl